2,2-diethyl-6-(3-(o-tolyl)-1,2,4-oxadiazol-5-yl)chroman-4-one C(C)C1(OC2=CC=C(C=C2C(C1)=O)C1=NC(=NO1)C1=C(C=CC=C1)C)CC